8-((4-(4-chlorophenoxy)-3,5-difluorophenyl)sulfonyl)-N-hydroxy-3-(2-(piperidin-1-yl)acetyl)-3,8-diazabicyclo[3.2.1]octane-1-carboxamide ClC1=CC=C(OC2=C(C=C(C=C2F)S(=O)(=O)N2C3(CN(CC2CC3)C(CN3CCCCC3)=O)C(=O)NO)F)C=C1